2-bromo-6-iodobenzoic acid methyl ester COC(C1=C(C=CC=C1I)Br)=O